3,3-difluoroazetidin FC1(CNC1)F